C(=O)(O)CCP 2-carboxyethyl-phosphine